C(C)C(COC(CCCCCCCCCCCCCCC)=O)CCCC.C(C)C(C(=O)OCCCCCCCCCCCCCCCC)CCCC cetyl 2-ethylhexanoate 2-ethylhexyl-palmitate